C1CN(CCC12CCNCC2)C(=O)OC(C)(C)C tert-butyl 3,9-diaza-spiro[5.5]undecane-3-carboxylate